N1=C(N=C(C=C1)N1C(C2=CC(=C(C=C2C1CC)OC)OC)=O)C1=NC=CC=N1 2-([2,2'-bipyrimidin]-4-yl)-3-ethyl-5,6-dimethoxyisoindolin-1-one